C1=C(CCC2=CC=CC=C12)C(=O)O.CC1=NOC(=N1)C12CCC(CC1)(CC2)CNC(=O)C2CCCCC2 (N-((4-(3-methyl-1,2,4-oxadiazol-5-yl)bicyclo[2.2.2]oct-1-yl)methyl)cyclohexanecarboxamide) 3,4-dihydronaphthalene-2-carboxylate